BrC=1C=C(OCC2=NC=CC=C2)C=CC1 2-[(3-bromophenoxy)methyl]pyridine